4-((4-(Cyclopentanecarboxamido)cyclohexyl)amino)-N-(4-(4-methylpiperazin-1-yl)phenyl)-2-oxo-1,2-dihydropyridine-3-carboxamide C1(CCCC1)C(=O)NC1CCC(CC1)NC1=C(C(NC=C1)=O)C(=O)NC1=CC=C(C=C1)N1CCN(CC1)C